C(C)NC(=O)NC1=NC2=C(N1)C=CC(=C2)C2=CC(=CC(=C2)CC2=NNC(C1=CC=CC=C21)=O)OC 1-ethyl-3-(5-(3-methoxy-5-((4-oxo-3,4-dihydrophthalazin-1-yl)methyl)phenyl)-1H-benzimidazol-2-yl)urea